CC=1C(=NC(=NC1)NC1CCOCC1)C1=CC=C2CNC(C2=C1)=O 6-{5-Methyl-2-[(oxan-4-yl)amino]pyrimidin-4-yl}-2,3-dihydro-1H-isoindol-1-on